4-((6-(methacryloyloxy)octyl)oxy)benzoic acid C(C(=C)C)(=O)OC(CCCCCOC1=CC=C(C(=O)O)C=C1)CC